C[C@@H]([C@H]1CC[C@@H]2[C@@]1(CC[C@H]3[C@H]2CC=C4[C@@]3(CC[C@@H](C4)O)C)C)[C@@H](CCC(C)C)O The molecule is an oxysterol that is the 22R-hydroxy derivative of cholesterol. It is a 22-hydroxy steroid, an oxysterol and a 3beta-hydroxy-Delta(5)-steroid. It derives from a cholesterol.